COC(C1=NC=C(C=C1)N1C[C@@H]2N(CC3=C(C=C4N=C(CNC4=C3)CC)OCC2)C(C1)=O)=O.ClC1=CC=C(C=C1)C#CCNC1=CC=CC=C1 N-(3-(4-chlorophenyl)prop-2-yn-1-yl)aniline methyl-(R)-5-(10-ethyl-l-1-oxo-1,2,4,4a,5,6,11,14-octahydro-3H,12H-pyrazino[1',2':5,6][1,5]oxazocino[2,3-g]quinoxalin-3-yl)picolinate